Methyl 2-dodecyl-3-oxohexadecanoate C(CCCCCCCCCCC)C(C(=O)OC)C(CCCCCCCCCCCCC)=O